C1(=CC=CC=C1)OC(C1=C(C(=C(C(=C1)Cl)OC(C1=CC=CC=C1)=O)Cl)[N+](=O)[O-])=O 2-nitro-3,5-dichloro-4-benzoyloxybenzoic acid phenyl ester